COC=1C=C(C=C(C1)OC)/C=C/C1=CC=C(C=C1)O 4-[(1E)-2-(3,5-dimethoxyphenyl)-vinyl]-phenol